CN[C@@H]1CC[C@@H](C2=CC=CC=C12)C1=CC=CC=C1 |r| (1rs,4rs)-N-methyl-4-phenyl-1,2,3,4-tetrahydro-1-naphthylamine